tert-butyl N-[2-(3-azidotetrahydropyran-4-yl)-3-bromo-5-chloro-thieno[3,2-b]pyridin-7-yl]-N-(2-thienylmethyl)carbamate N(=[N+]=[N-])C1COCCC1C1=C(C2=NC(=CC(=C2S1)N(C(OC(C)(C)C)=O)CC=1SC=CC1)Cl)Br